N-(2-nitrobenzyl)pyrrolidine [N+](=O)([O-])C1=C(CN2CCCC2)C=CC=C1